C(N)(=O)[C@@H]1C[C@@]2(C(N1C([C@H](CC(C)C)N(C(OC(C)(C)C)=O)C)=O)([2H])[2H])C(NC1=CC=CC=C12)=O Tert-butyl ((S)-1-((3R,5'S)-5'-carbamoyl-2-oxospiro[indoline-3,3'-pyrrolidine]-1'-yl-2',2'-d2)-4-Methyl-1-oxopent-2-yl)(methyl)carbamate